methoxy-1,1'-binaphthalene COC1=C(C2=CC=CC=C2C=C1)C1=CC=CC2=CC=CC=C12